4-methylbenzenesulfonic acid lithium salt [Li+].CC1=CC=C(C=C1)S(=O)(=O)[O-]